5-bromo-1-(m-chlorophenyl)-1,2,4-triazole-3-carboxylic acid ethyl ester C(C)OC(=O)C1=NN(C(=N1)Br)C1=CC(=CC=C1)Cl